C1(=CC=CC=C1)SC1=CC=C(C=C1)C(CCC)=NO 1-(4-phenylthiophenyl)-butan-1-one oxime